methyl (1S,3S)-3-(4-(5-((((R)-1-(2-chlorophenyl)ethoxy)carbonyl)amino)-1-methyl-1H-1,2,3-triazol-4-yl)phenoxy)cyclohexane-1-carboxylate ClC1=C(C=CC=C1)[C@@H](C)OC(=O)NC1=C(N=NN1C)C1=CC=C(O[C@@H]2C[C@H](CCC2)C(=O)OC)C=C1